tert-butyl-tris-(2-ethoxyethoxy)silane C(C)(C)(C)[Si](OCCOCC)(OCCOCC)OCCOCC